ClC=1C=C2C(=NC1)OC(=N2)C21CC(C2)(C1)NC(=O)C1=CC(=NC=C1)C(F)(F)F N-[3-(6-chlorooxazolo[5,4-b]pyridin-2-yl)-1-bicyclo[1.1.1]pentanyl]-2-(trifluoromethyl)pyridine-4-carboxamide